4-nitro-N-(pyrimidin-2-yl)benzamide [N+](=O)([O-])C1=CC=C(C(=O)NC2=NC=CC=N2)C=C1